6-(2-methyl-2H-indazol-5-yl)-2-(1,2,3,6-tetrahydropyridin-4-yl)-1,3-benzothiazole CN1N=C2C=CC(=CC2=C1)C1=CC2=C(N=C(S2)C=2CCNCC2)C=C1